ethyl (2S)-2-((2S)-2-(((dodec-1-en-5-yloxy)carbonyl)amino)-4-methylpentanamido)-4-(methylcarbamoyl)hept-6-enoate C=CCCC(CCCCCCC)OC(=O)N[C@H](C(=O)N[C@H](C(=O)OCC)CC(CC=C)C(NC)=O)CC(C)C